5-{4-[(2-ethyl-8-fluoro-3-oxo-4H-quinoxalin-6-yl)methyl]piperazin-1-yl}-N-methylpyridine-2-carboxamide C(C)C1=NC2=C(C=C(C=C2NC1=O)CN1CCN(CC1)C=1C=CC(=NC1)C(=O)NC)F